amino-hydroxy-1,4-benzenedicarboxylic acid NC=1C(=C(C=CC1C(=O)O)C(=O)O)O